1-[4-(2,3-dimethylphenyl)piperazin-1-yl]-2-{(3bR,4aR)-3-[4-(hydroxymethyl)piperidine-1-carbonyl]-3b,4,4a,5-tetrahydro-1H-cyclopropa[3,4]cyclopenta[1,2-c]pyrazol-1-yl}ethan-1-one CC1=C(C=CC=C1C)N1CCN(CC1)C(CN1N=C(C2=C1C[C@@H]1[C@H]2C1)C(=O)N1CCC(CC1)CO)=O